FC1=CC=C(C=C1)C=1NC2=C(C=C(C=C2C1)C(=O)OCC)C=1N=CN(C1)C ethyl 2-(4-fluorophenyl)-7-(1-methyl-1H-imidazol-4-yl)-1H-indole-5-carboxylate